6-cyclopropyl-2-[3-[(1S,2R)-1,2-difluoro-1-(4-methyl-4H-1,2,4-triazol-3-yl)propan-2-yl]phenyl]-4-(trifluoromethyl)-2,3-dihydro-1H-isoindol-1-one C1(CC1)C1=CC(=C2CN(C(C2=C1)=O)C1=CC(=CC=C1)[C@@]([C@H](C1=NN=CN1C)F)(C)F)C(F)(F)F